2-(Pyridin-2-yl)-5-(4-(quinolin-6-ylmethyl)piperazin-1-yl)-4,5,6,7-tetrahydro-2H-indazol-3-ol N1=C(C=CC=C1)N1N=C2CCC(CC2=C1O)N1CCN(CC1)CC=1C=C2C=CC=NC2=CC1